NC=1C(=NC=C(C(=O)NCCN2[C@H](CCC[C@H]2C)C)C1)C 5-amino-N-(2-((2S,6R)-2,6-dimethylpiperidin-1-yl)ethyl)-6-methylnicotinamide